N-methyl-N-(trifluoromethyl-thio)aniline CN(C1=CC=CC=C1)SC(F)(F)F